CC1=C(OC2=C(C=C(C=C2C1=O)C)[C@@H](C)NC1=C(C(=O)O)C=CC=C1)C1=CC=C(C=C1)C=1N=CN(C1)C (R)-2-((1-(3,6-dimethyl-2-(4-(1-methyl-1H-imidazol-4-yl)phenyl)-4-oxo-4H-chromen-8-yl)ethyl)amino)benzoic acid